C1(=CC(=CC=C1)CNC(CC1=CC=2NC3=CC=CC=C3C2C=C1)=O)C1=CC=CC=C1 N-([1,1'-biphenyl]-3-ylmethyl)-2-(9H-carbazol-2-yl)acetamide